C(C)N(S(=O)(=O)C=1N=C2C(=NC1)NC=C2)[C@@H](C(F)(F)F)C2=CC=C(C=C2)F (R)-N-ethyl-N-(2,2,2-trifluoro-1-(4-fluorophenyl)ethyl)-5H-pyrrolo[2,3-b]pyrazine-2-sulfonamide